(S)-1-(3-Amino-6-fluoro-1H-pyrazolo[4,3-b]pyridin-1-yl)-2-methyl-3-phenoxypropan-1-one NC1=NN(C=2C1=NC=C(C2)F)C([C@H](COC2=CC=CC=C2)C)=O